CC1=CC=2NC3=CC=CC(=C3C2C=C1)C 2,5-dimethylcarbazole